tert-butyl (S)-4-(3-(((S)-1-(3-cyano-5-fluorophenyl)ethyl)carbamoyl)-6-methoxy-2-oxo-7-(trifluoromethyl)-1,2-dihydroquinolin-4-yl)-7-methyl-1,4-diazepane-1-carboxylate C(#N)C=1C=C(C=C(C1)F)[C@H](C)NC(=O)C=1C(NC2=CC(=C(C=C2C1N1CCN([C@H](CC1)C)C(=O)OC(C)(C)C)OC)C(F)(F)F)=O